4-(3-methyl-1,2,4-triazol-1-yl)aniline CC1=NN(C=N1)C1=CC=C(N)C=C1